5-(3-ethoxy-4-(7-oxo-6,7-dihydro-3H-[1,2,3]triazolo[4,5-d]pyrimidin-5-yl)phenyl)thiophene-2-carboxylic acid C(C)OC=1C=C(C=CC1C=1NC(C2=C(N1)NN=N2)=O)C2=CC=C(S2)C(=O)O